NCCOC=1C(=NC(=NC1Cl)Cl)NCCC1=CNC2=CC(=CC=C12)OC(F)(F)F (2-aminoethoxy)-2,6-dichloro-N-[2-[6-(trifluoromethoxy)-1H-indol-3-yl]ethyl]pyrimidin-4-amine